tert-butyl N-(3-hydroxypropyl)carbamate OCCCNC(OC(C)(C)C)=O